4-((3,8-dimethyl-2,3-dihydro-1H-pyrido[2,3-b][1,4]oxazin-7-yl)amino)-N-(4-(4-methylpiperazin-1-yl)-3-(trifluoromethyl)phenyl)-2-oxo-1,2-dihydropyridine-3-carboxamide CC1CNC2=C(O1)N=CC(=C2C)NC2=C(C(NC=C2)=O)C(=O)NC2=CC(=C(C=C2)N2CCN(CC2)C)C(F)(F)F